Cl.C(CCCC)N1N=CC=C1 1-pentylpyrazole hydrochloride